tert-butyl N-[(2-benzyloxycyclobutyl)amino]carbamate C(C1=CC=CC=C1)OC1C(CC1)NNC(OC(C)(C)C)=O